triphenylBoron C1(=CC=CC=C1)B(C1=CC=CC=C1)C1=CC=CC=C1